4-hydroxy-1,5-dimethyl-2-oxo-N-pyrimidin-2-yl-6,7-dihydro-5H-cyclopenta[b]pyridine-3-carboxamide OC=1C2=C(N(C(C1C(=O)NC1=NC=CC=N1)=O)C)CCC2C